N,N-dimethyl-3-(pyridin-2-yldisulfaneyl)propan-1-amine CN(CCCSSC1=NC=CC=C1)C